FC1([C@@H]([C@@H](N(C1)C(C(C)(C)O)=O)CC=1C(=C(C=CC1)C1=CC(=CC=C1)C)F)NS(=O)(=O)CC)F N-[(2S,3R)-4,4-difluoro-2-[(2-fluoro-3'-methyl[1,1'-biphenyl]-3-yl)methyl]-1-(2-hydroxy-2-methylpropanoyl)pyrrolidin-3-yl]ethanesulfonamide